C(C)OC1=C(C(=CC=C1)F)N1N=C(C=2C1=CN=CC2)C2=CC=C(C=C2)N2CCN(CC2)C (2-ethoxy-6-fluorophenyl)-3-(4-(4-methylpiperazin-1-yl)phenyl)-1H-pyrazolo[3,4-c]pyridine